5-amino-1-(2,6-dichloro-4-trifluoromethylphenyl)pyrazole-3-nitrile NC1=CC(=NN1C1=C(C=C(C=C1Cl)C(F)(F)F)Cl)C#N